FC1=CC(=C2CN(C(C2=C1)=O)C1C(NC(CC1)=O)=O)C1CCN(CC1)CCC1=CC(=CC=C1)C1=NC=2N(C(=C1)N1CCN(CC1)CCO)N=C(C2C2=CC=CC=C2)C 3-(6-Fluoro-4-(1-(3-(7-(4-(2-hydroxyethyl)piperazin-1-yl)-2-methyl-3-phenyl-pyrazolo[1,5-a]pyrimidin-5-yl)phenethyl)piperidin-4-yl)-1-oxoisoindolin-2-yl)piperidine-2,6-dione